1-[4-(2'-Methoxy-biphenyl-2-sulfonyl)-phenyl]-3-(1H-pyrazol-4-ylmethyl)-urea COC1=C(C=CC=C1)C=1C(=CC=CC1)S(=O)(=O)C1=CC=C(C=C1)NC(=O)NCC=1C=NNC1